tetrabromophthalimide BrC=1C(=C(C(=C2C1C(=O)NC2=O)Br)Br)Br